ClC1=CC(=C(C=N1)C#CC=1C=NN(C1)CCN1CCOCC1)F (2-(4-(2-(6-chloro-4-fluoro-3-pyridinyl)ethynyl)pyrazol-1-yl)ethyl)morpholine